6-chloro-3-fluoro-2-(4-{[(3R)-1-methylpiperidin-3-yl]amino}pyrido[3,4-d]pyridazin-1-yl)phenol formate salt C(=O)O.ClC1=CC=C(C(=C1O)C1=C2C(=C(N=N1)N[C@H]1CN(CCC1)C)C=NC=C2)F